(1S,2S,5R)-N-(4-(cyanomethyl)phenyl)-2-isopropyl-5-methylcyclohexancarboxamid C(#N)CC1=CC=C(C=C1)NC(=O)[C@@H]1[C@@H](CC[C@H](C1)C)C(C)C